C(C)(C)(C)OC(N(CC1=CC(=C(C=C1)OC)[N+](=O)[O-])C1=CC(=CC=C1)F)=O (3-fluorophenyl)(4-methoxy-3-nitrobenzyl)carbamic acid tert-butyl ester